4-[1-(2,5-dimethylphenyl)-8-methyl-pyrazolo[4,3-c]quinolin-3-yl]-2-methoxy-phenol CC1=C(C=C(C=C1)C)N1N=C(C=2C=NC=3C=CC(=CC3C21)C)C2=CC(=C(C=C2)O)OC